(S,E)-tert-butyl (3-((2-oxo-2-(4-(5-(trifluoromethyl)pyrimidin-2-yl) piperazin-1-yl)ethoxy)imino)butan-2-yl)carbamate O=C(CO\N=C(\[C@H](C)NC(OC(C)(C)C)=O)/C)N1CCN(CC1)C1=NC=C(C=N1)C(F)(F)F